C(C)(C)C1=C(NC2=CC=C(C=C12)OC1CCC(CC1)N(C)C)C=1C=C(C=2N(C1)N=CN2)C 4-((3-isopropyl-2-(8-methyl-[1,2,4]triazolo[1,5-a]pyridin-6-yl)-1H-indol-5-yl)oxy)-N,N-dimethylcyclohexan-1-amine